N(=[N+]=[N-])[C@]1(C(O)O[C@@H]([C@H]([C@@H]1O)O)CO)N 2-azidomannosamine